1-isopropyl-3-methyl-6-(2-(trifluoromethyl)benzyl)-2,4-dioxo-2,3,4,6-tetrahydro-1H-pyrrolo[3,4-d]Pyrimidine-5-carboxylic acid C(C)(C)N1C(N(C(C=2C1=CN(C2C(=O)O)CC2=C(C=CC=C2)C(F)(F)F)=O)C)=O